O=C(C=C)NC=1C(N(C=CC1C)N1CCCCC1)C(=O)N 3(R)-[(1-OXO-2-PROPEN-1-YL)AMINO]-1-PIPERIDINYL[METHYL]-2-PYRIDINECARBOXAMIDE